FC1=C(C=C(C=2NC(OCC21)=O)F)[C@H](CN2C[C@@H]1[C@](C2)(C[C@H](C1)OC1=CC=CC=C1)O)O 5,8-difluoro-6-((R)-1-hydroxy-2-((3as,5s,6ar)-3a-hydroxy-5-phenoxyhexahydrocyclopenta[c]pyrrol-2(1H)-yl)ethyl)-1,4-dihydro-2H-benzo[d][1,3]oxazin-2-one